N1N=NC=C1.CN(CCCN)C 3-dimethylaminopropylamine-1,2,3-triazole salt